Quinoline-2,7-dione C1C=C2C=CC(=O)NC2=CC1=O